1-methylpyridinium-2-carboxylate hydrochloride Cl.C[N+]1=C(C=CC=C1)C(=O)[O-]